Cl.NC(C(=O)N[C@H](C(=C=O)N1CCC2(CC1)CN(C1=CC(=CC=C12)F)S(=O)(=O)C)COCC1=CC=CC=C1)(C)C (R)-2-amino-N-(3-(benzyloxy)-1-(6-fluoro-1-(methylsulfonyl)spiro[indolin-3,4'-piperidin]-1'-yl)-1-carbonylpropan-2-yl)-2-methylpropanamide hydrochloride